[N+](=O)([O-])C1=C(C=CC=C1)S(=O)(=O)N1C2=C(OC(C1)C(=O)OC)C=CC=C2 methyl 4-((2-nitrophenyl)sulfonyl)-3,4-dihydro-2H-benzo[b][1,4]oxazine-2-carboxylate